BrC=1C(=CC2=C(CCO2)C1)CCO 2-(5-bromo-2,3-dihydrobenzofuran-6-yl)ethan-1-ol